C(CCC)C1COCC(C1)C 3-butyl-5-methyltetrahydro-2H-pyran